COC1=CC=C(C=C1)C1=CC(=NO1)CNC(=O)C1=C(OC=2N=CN=C(C21)NC2(CC2)C)C N-{[5-(4-methoxyphenyl)-1,2-oxazol-3-yl]methyl}-6-methyl-4-[(1-methylcyclopropyl)amino]furo[2,3-d]pyrimidine-5-carboxamide